C(C)(=O)N[C@H]1C(O)O[C@@H]([C@H]([C@@H]1O)O)CO N-acetyl-D-(+)-glucosamine